FC=1C=C(C=CC1)C1=NN=C(S1)C1=CC=C(CO)C=C1 4-(5-(3-fluorophenyl)-1,3,4-thiadiazol-2-yl)benzyl alcohol